Methyl ((4-Iodophenyl)sulfonyl)carbamate IC1=CC=C(C=C1)S(=O)(=O)NC(OC)=O